FC1=C(C#N)C(=CC(=C1F)C=1N=CN(C(C1)=O)C)C(C)C 2,3-difluoro-6-isopropyl-4-(1-methyl-6-oxo-1,6-dihydropyrimidin-4-yl)benzonitrile